BrC1=CC=NC2=C(C=CC=C12)[N+](=O)[O-] 4-bromo-8-nitro-quinoline